FC=1C=C(C=CC1F)[C@H]1[C@@H](C1)NC1=C2N=CN(C2=NC(=N1)SCC)CC N-((1R,2S)-2-(3,4-difluorophenyl)cyclopropyl)-9-ethyl-2-(ethylsulfanyl)-9H-purin-6-amine